2,6-diethyl-4-methylbenzenemalonic acid dimethyl ester COC(C(C(=O)OC)C1=C(C=C(C=C1CC)C)CC)=O